4-carboxyazobenzene C(=O)(O)C1=CC=C(C=C1)N=NC1=CC=CC=C1